thiopyrylium (thiopyrylium) salt [S+]1=CC=CC=C1.[S+]1=CC=CC=C1